FC1([C@H](C1)C(=O)NC1=NC=C2C=C(C=NC2=C1)C=1C=NC(=CC1C)[C@@H](CC=C)O)F (R)-2,2-difluoro-N-(3-(6-((R)-1-hydroxybut-3-en-1-yl)-4-methylpyridin-3-yl)-1,6-naphthyridin-7-yl)cyclopropane-1-carboxamide